ClC=1C=C(C=NC1C#N)N1C(N(C2(CCC2)C1=N)C1=CC(=C(C=C1)N1CCC(CC1)CN1CCN(CC1)C(=O)OC(C)(C)C)F)=S tert-butyl 4-[(1-[4-[7-(5-chloro-6-cyanopyridin-3-yl)-8-imino-6-sulfanylidene-5,7-diazaspiro[3.4]octan-5-yl]-2-fluorophenyl]piperidin-4-yl) methyl]piperazine-1-carboxylate